2-((2,4-difluorophenyl)amino)-1-(4-(5-(trifluoromethyl)-1,2,4-oxadiazol-3-yl)phenyl)ethan-1-one FC1=C(C=CC(=C1)F)NCC(=O)C1=CC=C(C=C1)C1=NOC(=N1)C(F)(F)F